Trans-2-[3-(ethylsulfamoyl)-4-[2-[4-(isopropoxycarbonylamino)cyclohexyl]thiazol-5-yl]phenyl]acetic acid C(C)NS(=O)(=O)C=1C=C(C=CC1C1=CN=C(S1)[C@@H]1CC[C@H](CC1)NC(=O)OC(C)C)CC(=O)O